OC1=C2CCN(CC2=CC=C1)C(=O)OC(C)(C)C tert-butyl 5-hydroxy-3,4-dihydro-1H-isoquinoline-2-carboxylate